C1(CC(C(CC1)C(C)C)P1(C2=CC=CC=C2C2=CCCCC2=C1)=O)C dihydro-9-menthyl-9-phosphaphenanthrene-9-oxide